C(CCCCCCCCCCCCCCCCCCC)(=O)OCCCCCCCCCCCCCCCCCCCCCCCCCCCC Octacosyl eicosanoate